2,2'-[(4-methylphenyl)imino]bisethanol CC1=CC=C(C=C1)N(CCO)CCO